C(CCCC)[Si](OC(C)C)(OC(C)C)OC(C)C n-pentyltrisisopropoxysilane